2-(2-fluoro-4-(piperidin-2-yl)phenyl)-N-(3-(4-fluoropiperidin-1-yl)propyl)benzo[d]imidazo[2,1-b]thiazole-7-carboxamide FC1=C(C=CC(=C1)C1NCCCC1)C=1N=C2SC3=C(N2C1)C=CC(=C3)C(=O)NCCCN3CCC(CC3)F